4-(4-bromo-2-oxo-2,3-dihydro-1H-1,3-benzodiazol-1-yl)-N-(2,3-dihydro-1,4-benzodioxin-6-yl)cyclohexane-1-carboxamide BrC1=CC=CC=2N(C(NC21)=O)C2CCC(CC2)C(=O)NC2=CC1=C(OCCO1)C=C2